FC(C=1C=CC(=NC1)S(=O)(=O)C1=CC=C(C=C1)CNC(=O)C=1C=C2C(=NC1)NN=C2)(F)F N-({4-[5-(trifluoromethyl)pyridine-2-sulfonyl]phenyl}methyl)-1H-pyrazolo[3,4-b]pyridine-5-carboxamide